C(C1=CC=CC=C1)OCC1C(CC2(OCCO2)CC1)(C)C 8-((benzyloxy)methyl)-7,7-dimethyl-1,4-dioxaspiro[4.5]decane